6-oxo-pyridine-3-carboxylate O=C1C=CC(=CN1)C(=O)[O-]